N-(2-(4-methoxy-1H-indol-3-yl)ethyl)-N-methylpropan-2-en-1-amine COC1=C2C(=CNC2=CC=C1)CCN(CC=C)C